(3R)-3-(4-chlorophenyl)-2-[(1S)-1-(4-chlorophenyl)ethyl]-3-(2,3-dihydroxy-2-methylpropoxy)-6-(2-hydroxypropan-2-yl)-2,3-dihydro-1H-isoindol-1-one ClC1=CC=C(C=C1)[C@@]1(N(C(C2=CC(=CC=C12)C(C)(C)O)=O)[C@@H](C)C1=CC=C(C=C1)Cl)OCC(CO)(C)O